(S)-(-)-α-methylbenzyl isocyanate C[C@@H](C1=CC=CC=C1)N=C=O